BrC=1C=CC2=C(N(C(=N2)CCN(C)C)C(=O)OC(C)(C)C)C1 tert-butyl 6-bromo-2-(2-(dimethylamino)ethyl)-1H-benzo[d]imidazole-1-carboxylate